(S)-2-methyl-3-phenyl-2-(2,2,2-trifluoroacetamido)propanoic acid C[C@@](C(=O)O)(CC1=CC=CC=C1)NC(C(F)(F)F)=O